(4-(1-((7-methoxy-4,5-dihydronaphtho[1,2-d]thiazol-2-yl)amino)-1-oxopropan-2-yl)phenoxy)pyridine-3-carboxamide COC=1C=C2CCC3=C(N=C(S3)NC(C(C)C3=CC=C(OC4=NC=CC=C4C(=O)N)C=C3)=O)C2=CC1